C(C)(=O)O.C#CCCC pentyn acetate